C1(=CC=CC=C1)C(CCB1OC(C(O1)(C)C)(C)C)NC(C(C)(C)C)=O N-(1-phenyl-3-(4,4,5,5-tetramethyl-1,3,2-dioxaborolan-2-yl)propyl)pivalamide